N1CCC(CC1)C=1C=C2C3=C(N(C2=CC1)C1C(NC(CC1)=O)=O)N=CC=C3 3-[6-(4-piperidyl)pyrido[2,3-b]indol-9-yl]piperidine-2,6-dione